C(CCCCCCC)N1C=[N+](C=C1)C 1-octyl-3-methylimidazolium